CCCCCCC(CCCCCC)OC(CCCCCCCCC(CCCCCCCCC(=O)OC(CCCCCC)CCCCCC)N(C(CCCN(C)C)=O)CCCCCCCCCC)=O di(tridecan-7-yl)10-(N-decyl-4-(dimethylamino)butanamido)nonadecanedioate